N1(CCNCC1)C1=CC=C(C=C1)NC1=NC=C(C=N1)C(F)(F)F 2-((4-(piperazin-1-yl)phenyl)amino)-5-(trifluoromethyl)pyrimidine